[Si](C1=CC=CC=C1)(C1=CC=CC=C1)(C(C)(C)C)OC1CCN(CC1)[C@@H]1CN(CCC1)C(=O)OCC1=CC=CC=C1 Benzyl (3S)-3-[4-[tert-butyl(diphenyl)silyl]oxy-1-piperidyl]piperidine-1-carboxylate